NC([C@@](CO)(C)NC(=O)C1=C(OC2=C1C=C(C=C2)C2=CC(=CC=C2)C2CC2)C)=O (S)-N-(1-amino-3-hydroxy-2-methyl-1-oxopropan-2-yl)-5-(3-cyclopropylphenyl)-2-methylbenzofuran-3-carboxamide